(Z)-2-(1-(4-(4-Chlorophenethoxy)benzylidene)-5-fluoro-2-methyl-1H-inden-3-yl)acetic acid ClC1=CC=C(CCOC2=CC=C(\C=C/3\C(=C(C4=CC(=CC=C34)F)CC(=O)O)C)C=C2)C=C1